CC1(N(C(C2=CC=CC=C12)=O)CC1=CC2=C(NC(O2)=O)C=C1)C 6-((1,1-dimethyl-3-oxoisoindolin-2-yl)methyl)benzo[d]oxazol-2(3H)-one